FC(C(=O)O)(F)F.N1CC(C1)CC1=NC(=NO1)C1=CC=C(C=C1)OCCCCCC 5-(azetidin-3-ylmethyl)-3-(4-(hexyloxy)phenyl)-1,2,4-oxadiazole trifluoroacetate